methyl (6S,10S)-10-(1,3-benzodioxol-5-yl)-6-butyl-7-methyl-3,8-dioxo-1-(2-thienyl)-2-(2-thienylmethyl)-4-oxa-2,7,9-triazadodecan-12-oate O1COC2=C1C=CC(=C2)[C@@H](NC(N([C@H](COC(N(CC=2SC=CC2)CC=2SC=CC2)=O)CCCC)C)=O)CC(=O)OC